(1S,2S)-2-(hydroxymethyl)cyclopropane-1-carboxylic acid OC[C@@H]1[C@H](C1)C(=O)O